O1CCN(C2=C1C=CC=C2)S(=O)(=O)C=2C(=CC(=C(C2)N2C(NC=1C(C2=O)=C(SC1)C(=O)O)=O)F)OC 3-[5-(2,3-dihydro-1,4-benzoxazine-4-sulfonyl)-2-fluoro-4-methoxyphenyl]-2,4-dioxo-1H-thieno[3,4-d]pyrimidine-5-carboxylic acid